CC(C)NC1=NC(=NN1C1=CC=C(C=C1)OC(F)(F)F)C1=C(C=O)C=CC=C1 [5-(1-Methylethylamino)-1-[4-(trifluoromethoxy)phenyl]-1,2,4-triazol-3-yl]benzaldehyd